IC=1C=C(C=CC1)N1CCOCC1 4-(3-iodophenyl)morpholine